3-chloro-6-fluoroquinolin ClC=1C=NC2=CC=C(C=C2C1)F